2-(3-chloro-2-pyridyl)-5-(methoxyethyl)pyrazole-3-carboxylic acid ClC=1C(=NC=CC1)N1N=C(C=C1C(=O)O)CCOC